(2-methylphenyl)-2,4-dioxo-1,2,3,4-tetrahydropyrimidine-5-carboxylic acid CC1=C(C=CC=C1)N1C(NC(C(=C1)C(=O)O)=O)=O